FC(C1=C(C=CC(=C1)C1=CC=2N(C3=CC(=CC=C3OC2C=C1)C1=CC(=C(C=C1)NS(=O)(=O)C)C(F)(F)F)CCN1CCOCC1)NS(=O)(=O)C)(F)F N-[2-(trifluoromethyl)-4-(8-[3-(trifluoromethyl)-4-methanesulfonamidophenyl]-10-[2-(morpholin-4-yl)ethyl]phenoxazin-2-yl)phenyl]methanesulfonamide